3-phenyl-isoxazol-5-amine C1(=CC=CC=C1)C1=NOC(=C1)N